C(OC(C)(C)C)([O-])=O racemic-tert-butyl carbonate